OC=1C=C2C(=CNC2=CC1)CC(=O)NC=1SC2=C(N1)C=CC(=C2)N2CCOCC2 2-(5-hydroxy-1H-indol-3-yl)-N-(6-morpholinobenzo[d]thiazol-2-yl)acetamide